The molecule is a monohydroxybenzoic acid that is benzoic acid with a hydroxy group at the ortho position. It is obtained from the bark of the white willow and wintergreen leaves. It has a role as an antiinfective agent, an antifungal agent, a keratolytic drug, an EC 1.11.1.11 (L-ascorbate peroxidase) inhibitor, a plant metabolite, an algal metabolite and a plant hormone. It is a conjugate acid of a salicylate. C1=CC=C(C(=C1)C(=O)O)O